trifluoromethyl-hydrazine hydrochloride Cl.FC(F)(F)NN